C(CCC)NC(C(=O)N1CCN(CC1)C(=O)C=1NC2=CC(=CC=C2C1)F)=O N-butyl-2-[4-(6-fluoro-1H-indole-2-carbonyl)piperazin-1-yl]-2-oxoacetamide